ClC1=C(C=CC=C1)C1=C(C=NO1)C(=O)N1CCN(CC1)S(=O)(=O)C(F)(F)F (5-(2-chlorophenyl)isoxazol-4-yl)(4-(trifluoromethanesulfonyl)piperazin-1-yl)methanone